ClC1=C(C=CC=C1Cl)S(=O)(=O)NC=1C(=C(NC=2C3=C(N=CN2)C=CC(=N3)N3C=NC2=C3C=CC=C2C2CCN(CC2)C(=O)OC(C)(C)C)C(=CC1)F)F tert-butyl 4-[1-[4-[3-[(2,3-dichlorophenyl)sulfonylamino]-2,6-difluoro-anilino]pyrido[3,2-d]pyrimidin-6-yl]benzimidazol-4-yl]piperidine-1-carboxylate